NC1=NC=NN2C1=CC=C2[C@]2([C@@H]([C@@H]([C@H](O2)COP(=O)(OC2=CC1=CC=CC=C1C=C2)N[C@@H](C)C(=O)OCC(CC)CC)O)O)C#N 2-ethylbutyl ((((2R,3S,4R,5R)-5-(4-aminopyrrolo[2,1-f][1,2,4]triazin-7-yl)-5-cyano-3,4-dihydroxytetrahydrofuran-2-yl)methoxy)(naphthalen-2-yloxy)phosphoryl)-L-alaninate